3-(1-hydroxybut-2-yl)-8-(1-methyl-1H-pyrazol-4-yl)-6-(4-(trifluoromethyl)phenyl)pyrido[3,4-d]pyrimidin-4(3H)-one OCC(CC)N1C=NC2=C(C1=O)C=C(N=C2C=2C=NN(C2)C)C2=CC=C(C=C2)C(F)(F)F